COC=1C(=CC2=CN(N=C2C1)C1CCC(CC1)N(C(C)=O)C)C(=O)OC methyl 6-methoxy-2-((1r,4r)-4-(N-methylacetamido) cyclohexyl)-2H-indazole-5-carboxylate